C[C@H]1[C@@H]2[C@@H](CC3=C2C=CC4=C3C=C[C@@H]5[C@]6(C4)[C@@H](CC(=O)O6)OC5(C)C)O[C@@H]1[C@@H]7C=C(C(=O)O7)C The molecule is a terpene lactone that is a bisnortriterpenoid possessing an aromatic ring. It is isolated from the leaves and stems of Schisandra rubriflora and has been shown to exhibit anti-HIV-1 activity. It has a role as a metabolite and an anti-HIV-1 agent. It is a hexacyclic triterpenoid, a terpene lactone, a cyclic ether and a gamma-lactone.